(1-methyl-1H-pyrazol-5-yl)-6-oxo-1,6-dihydropyridazine-3-carbonitrile CN1N=CC=C1N1N=C(C=CC1=O)C#N